4-bromo-N-(4-(piperazin-1-ylsulfonyl)phenyl)pyridin-2-amine BrC1=CC(=NC=C1)NC1=CC=C(C=C1)S(=O)(=O)N1CCNCC1